β-chloroanthraquinone C1=CC=C2C(=C1)C(=O)C3=C(C2=O)C=C(C=C3)Cl